2-(4-{4-[(3S)-3-methylpiperazine-1-carbonyl]-1,3-thiazol-2-yl}-1H-pyrazol-1-yl)pyrazine C[C@H]1CN(CCN1)C(=O)C=1N=C(SC1)C=1C=NN(C1)C1=NC=CN=C1